4,7-dicarboxy-2,1,3-benzothiadiazole C(=O)(O)C1=CC=C(C2=NSN=C21)C(=O)O